2-(2-(benzyl((trimethylsilyl)methyl)-amino)ethyl)isoindoline-1,3-dione C(C1=CC=CC=C1)N(CCN1C(C2=CC=CC=C2C1=O)=O)C[Si](C)(C)C